[N+](=O)([O-])C=1C=C(C=CC1)S(=O)(=O)F 3-nitrobenzenesulfonyl fluoride